[(1R)-1-({[(2-fluoro-5-fluoro-benzoyl)amino]acetyl}amino)-3-methylbutyl]boric acid FC1=C(C(=O)NCC(=O)N[C@@H](CC(C)C)OB(O)O)C=C(C=C1)F